3-((1-ethylcyclopentyl)oxycarbonylmethylthio)propyltrimethoxysilane C(C)C1(CCCC1)OC(=O)CSCCC[Si](OC)(OC)OC